ClC1=CC=2C(=C3N(CCN(C3)C(=O)C3CNCC3)C2N=C1)C 3-(3-chloro-5-methyl-6,7,8,9-tetrahydropyrido[3',2':4,5]pyrrolo[1,2-a]pyrazine-7-carbonyl)pyrrolidin